C(CCCCCCCCCCC=CCCCCCCCCCC)(=O)O 12-Tricosenoic acid